BrC1=CC(=CC=2C=3N(C(=NC12)N1CCCCC1)C=C(N3)C(=O)OCC)C ethyl 7-bromo-9-methyl-5-(piperidin-1-yl)imidazo[1,2-c]quinazoline-2-carboxylate